FC(C1=CC(=NC(=C1)[C@@]1(COCC1)OC)C=1C=C(N2C=NC(=CC21)NC(C)=O)C)F (S)-N-(5-(4-(Difluoromethyl)-6-(3-methoxytetrahydrofuran-3-yl)pyridine-2-yl)-7-methylpyrrolo[1,2-c]pyrimidin-3-yl)acetamide